Methyl 1-[2-(tert-butoxycarbonylamino)ethyl]-4-(2,2,2-trifluoroethoxy)pyrrolo[3,2-c]pyridine-2-carboxylate C(C)(C)(C)OC(=O)NCCN1C(=CC=2C(=NC=CC21)OCC(F)(F)F)C(=O)OC